N1(N=NC2=C1C=CC=C2)OP(N2CCCC2)(N2CCCC2)N2CCCC2 benzotriazol-1-yloxy(tripyrrolidin-1-yl)-phosphane